3-(5-(4-((4-(2-hydroxypropan-2-yl)piperidin-1-yl)methyl)-5-methylpyridin-2-yl)-1-oxoisoindolin-2-yl)piperidine-2,6-dione OC(C)(C)C1CCN(CC1)CC1=CC(=NC=C1C)C=1C=C2CN(C(C2=CC1)=O)C1C(NC(CC1)=O)=O